3-methyl-1,4-naphthoquinone CC1=CC(C2=CC=CC=C2C1=O)=O